Cl.NC=1C=CC(=C(C1)CC(C)O)S(=O)(=O)C (5-amino-2-(methylsulfonyl)phenyl)propan-2-ol hydrochloride